FC(N1N=C(C=C1)C(C)(C)NC(OC(C)(C)C)=O)F tert-butyl (2-(1-(difluoromethyl)-1H-pyrazol-3-yl)propan-2-yl)carbamate